CCC(=C)C(=O)OC methyl α-ethyl acrylate